NC1CCC(CC1)N1C2=NC(=NC=C2N=C1NC1=CC(=CC(=C1)C(F)(F)F)Cl)NC(C)(C)C 9-((1r,4r)-4-aminocyclohexyl)-N2-tert-butyl-N8-(3-chloro-5-(trifluoromethyl)phenyl)-9H-purine-2,8-diamine